CC1C(=NNC(C1)=O)C1=CC(=C(C=C1)NC(=N)NC(CC)=O)[N+](=O)[O-] N-(N-(4-(4-methyl-6-oxo-1,4,5,6-tetrahydropyridazine-3-yl)-2-nitrophenyl)amidino)propionamide